Cl.N1=CC(=CC=C1)CCCCC=1N=CC(=NC1)/C=N/O (E)-5-(4-(pyridin-3-yl)butyl)pyrazine-2-carbaldehyde oxime hydrochloride